FC(C1=NN=C(O1)C1=CN=C(S1)CN(S(=O)(=O)CC)C1=CC=CC=C1)F N-((5-(5-(difluoromethyl)-1,3,4-oxadiazol-2-yl)thiazol-2-yl)methyl)-N-phenylethanesulfonamide